ClC1=C(OC2=C(C=C(C(=C2)C)[N+](=O)[O-])C2=CN(C3=C(N=CC=C32)OC)C)C=CC(=C1)Cl 3-(2-(2,4-dichlorophenoxy)-4-methyl-5-nitrophenyl)-7-methoxy-1-methyl-1H-pyrrolo[2,3-c]pyridine